tert-butyl-(4-iodophenoxy)dimethylsilane ethyl-5-bromo-1-(β-naphthyl)-1,2,4-triazole-3-carboxylate C(C)OC(=O)C1=NN(C(=N1)Br)C1=CC2=CC=CC=C2C=C1.C(C)(C)(C)[Si](C)(C)OC1=CC=C(C=C1)I